(S)-2-(2-((3'-(1-amino-2-hydroxyethyl)-5-(2-azaspiro[3.4]octan-2-yl)-[1,1'-biphenyl]-3-yl)methoxy)phenyl)acetic acid N[C@H](CO)C=1C=C(C=CC1)C1=CC(=CC(=C1)N1CC2(C1)CCCC2)COC2=C(C=CC=C2)CC(=O)O